CC1=NN=C(O1)C1=C(N=C2[C@@H]3COCCN3C(C2=C1C=1C=C2C=CN(C2=CC1)C(C)C1=CC(=C(C#N)C=C1)F)=O)CCC1CCOCC1 4-[1-(5-((4aR)-7-(5-methyl-1,3,4-oxadiazol-2-yl)-9-oxo-6-[2-(tetrahydro-2H-pyran-4-yl)ethyl]-1,2,4,4a-tetrahydro-9H-3-oxa-5,9a-diazafluoren-8-yl)-1-indolyl)ethyl]-2-fluorobenzonitrile